2-(4,6-Dichloro-1H-pyrrolo[3,2-c]pyridin-1-yl)acetonitrile ClC1=NC(=CC2=C1C=CN2CC#N)Cl